pentynamine hydrochloride Cl.C(#CCCC)N